tert-butyl N-[1-[[1-[4-(2,6-dioxo-3-piperidyl)phenyl]pyrrolidin-3-yl]methyl]-4-piperidyl]carbamate O=C1NC(CCC1C1=CC=C(C=C1)N1CC(CC1)CN1CCC(CC1)NC(OC(C)(C)C)=O)=O